NC(C([C@H](C[C@@H]1C(NCC1)=O)NC([C@@H](CC(C)C)NC(=O)C1(C2=CC=CC=C2C=2C=CC=CC12)O)=O)=O)=O N-((R)-1-(((S)-4-amino-3,4-dioxo-1-((R)-2-oxopyrrolidin-3-yl)butan-2-yl)amino)-4-methyl-1-oxopentan-2-yl)-9-hydroxy-9H-fluorene-9-carboxamide